Methyl-pentadecan-4,5-dien-2-one CCC(CC=C=CCCCCCCCCC)=O